N,N'-(((((((9,10-dioxo-9,10-dihydroanthracene-1,4-diyl)bis(azanediyl))bis(ethane-2,1-diyl))bis(oxy))bis(ethane-2,1-diyl))bis(oxy))bis(ethane-2,1-diyl))diacrylamide O=C1C2=CC=CC=C2C(C=2C(=CC=C(C12)NCCOCCOCCNC(C=C)=O)NCCOCCOCCNC(C=C)=O)=O